N-(3-(2-(pyrrolidin-1-yl)ethoxy)-5-(trifluoromethyl)phenyl)indoline-6-carboxamide N1(CCCC1)CCOC=1C=C(C=C(C1)C(F)(F)F)NC(=O)C1=CC=C2CCNC2=C1